4,8-dimethyl-3,7-dihydrobenzo[1,2-b:4,5-b']difuran-2,6-dione CC1=C2C(OC(C2)=O)=C(C2=C1OC(C2)=O)C